Pentaerythritol tetrakis[3-(3,5-di-tert-butyl-4-hydroxy-phenyl) propionate] C(C)(C)(C)C=1C=C(C=C(C1O)C(C)(C)C)CCC(=O)OCC(COC(CCC1=CC(=C(C(=C1)C(C)(C)C)O)C(C)(C)C)=O)(COC(CCC1=CC(=C(C(=C1)C(C)(C)C)O)C(C)(C)C)=O)COC(CCC1=CC(=C(C(=C1)C(C)(C)C)O)C(C)(C)C)=O